1,3,5-triamino-1,3,5-trideoxy-cis-inositol C1(C(C(C(C(C1O)N)O)N)O)N